[1-(5-{[2-methyl-6-(trifluoromethyl)phenyl]methoxy}pyridin-2-yl)-1,2,3-triazol-4-yl]methanol CC1=C(C(=CC=C1)C(F)(F)F)COC=1C=CC(=NC1)N1N=NC(=C1)CO